tert-butyl (3-(((R)-1-(4-(((3R,4S)-3-fluoro-1-(piperidin-4-ylmethyl)piperidin-4-yl)ethynyl)naphthalen-1-yl)ethyl)carbamoyl)-4-methylphenyl)carbamate F[C@H]1CN(CC[C@H]1C#CC1=CC=C(C2=CC=CC=C12)[C@@H](C)NC(=O)C=1C=C(C=CC1C)NC(OC(C)(C)C)=O)CC1CCNCC1